S(=O)(=O)(OC(CCCCCCCCCCCCCC)C1OCCC1)[O-] 1-(tetrahydrofuran-2-yl)pentadecyl Sulfate